7-[[8-(1-octylnonoxy)-8-oxo-octyl]amino]heptyl 2-octyldecanoate C(CCCCCCC)C(C(=O)OCCCCCCCNCCCCCCCC(=O)OC(CCCCCCCC)CCCCCCCC)CCCCCCCC